N[C@@H]1C[C@H](CCC1)C(=O)NC1=CC(=NN1C)C1=CC=C(C=C1)NC(C1=C(C=CC=C1)Cl)=O N-(4-(5-((1S,3S)-3-Aminocyclohexane-1-carboxamido)-1-methyl-1H-pyrazol-3-yl)phenyl)-2-chlorobenzamide